ClC1=C(C=CC=C1)[C@H]1[C@@](O1)(C1=C(C=C(C=C1)F)F)CN1N=CN=C1 |o1:7,8| rel-1-[[(2R,3s)-3-(2-chlorophenyl)-2-(2,4-difluorophenyl)-2-oxiranyl]methyl]-1H-1,2,4-triazole